(2-phenylbutyrylamino)-N-(3,4-difluorobenzyl)thiophene-3-carboxamide C1(=CC=CC=C1)C(C(=O)NC=1SC=CC1C(=O)NCC1=CC(=C(C=C1)F)F)CC